N1=C(C=CC=C1)N1C(C=CC=C1)=O N-(2-pyridyl)-2-pyridone